1-(4-(Aminomethyl)-6-fluoropyridin-2-yl)dihydropyrimidine-2,4(1H,3H)-dione NCC1=CC(=NC(=C1)F)N1C(NC(CC1)=O)=O